bis-(methoxymethyl)ethyl maleate C(\C=C/C(=O)[O-])(=O)OCC(COC)COC